(R)-benzyl 2-(((benzyloxy)carbonyl)amino)-3-(3-fluoro-5-(5-isopropyl-3-methylisoxazol-4-yl)benzamido)propanoate C(C1=CC=CC=C1)OC(=O)N[C@@H](C(=O)OCC1=CC=CC=C1)CNC(C1=CC(=CC(=C1)C=1C(=NOC1C(C)C)C)F)=O